CN1C=2N(C(C(=C1C)C(=O)N)C)N=NN2 4,5,7-trimethyl-7H-tetrazolo[1,5-a]pyrimidine-6-carboxamide